[Po]=O Polonium(II)-oxid